4-[3-[4-[[5-[5-(difluoromethyl)-1,3,4-oxadiazol-2-yl]-2-pyridinyl]methyl]-5-oxo-1,3,4-thiadiazol-2-yl]-2-fluoro-phenyl]piperidine-1-carboxylic acid tert-butyl ester C(C)(C)(C)OC(=O)N1CCC(CC1)C1=C(C(=CC=C1)C=1SC(N(N1)CC1=NC=C(C=C1)C=1OC(=NN1)C(F)F)=O)F